C12C3C=CC(CCC4C25CCC(C41)C5)C3 pentacyclo[7.4.0.12,5.19,12.08,13]pentadec-3-ene